(5S)-5-ethyl-3-(6-{[4-methyl-3-(methyloxy)phenyl]oxy}-3-pyridyl)-2,4-imidazolidinedione C(C)[C@H]1C(N(C(N1)=O)C=1C=NC(=CC1)OC1=CC(=C(C=C1)C)OC)=O